CC1(CC1)CN1C(N(C(C2=CC(=CC=C12)S(NC1(CC1)C)(=O)=O)=O)NC(C=C)=O)=O N-(1-((1-methylcyclopropyl)methyl)-6-(N-(1-methylcyclopropyl)sulfamoyl)-2,4-dioxo-1,4-dihydroquinazolin-3(2H)-yl)acrylamide